fructose decanoate C(CCCCCCCCC)(=O)O.OCC(=O)[C@@H](O)[C@H](O)[C@H](O)CO